6-chloromethyl-indole ClCC1=CC=C2C=CNC2=C1